C1(CC1)C=1C=CC=2N(C1)C=C(N2)CN2N=NC(=C2)C(=O)NCC2=C(C=CC(=C2F)OC)C=2C=NC(=NC2)C(=O)OC methyl 5-(2-((1-((6-cyclopropylimidazo[1,2-a]pyridin-2-yl)methyl)-1H-1,2,3-triazole-4-carboxamido)methyl)-3-fluoro-4-methoxyphenyl)pyrimidine-2-carboxylate